CN(C1=CC=CC2=CC=CC(=C12)N(C)C)C 1,8-bis-(dimethylamino)naphthalene